2-methoxy-2'-propoxy-3'-butylbenzidine COC1=C(C=CC(=C1)N)C1=C(C(=C(N)C=C1)CCCC)OCCC